C1(=CC=CC=C1)C1=CC=CN1 5-phenyl-1H-pyrrole